O=C1N(N=C(C=C1C(=O)NC(C(F)(F)F)C(C)(C)O)C1=CC=C(C=C1)C(F)(F)F)C=1C=NC=CC1 3-oxo-2-(pyridin-3-yl)-N-(1,1,1-trifluoro-3-hydroxy-3-methylbut-2-yl)-6-[4-(trifluoromethyl)-phenyl]-2,3-dihydropyridazine-4-carboxamide